7-amino-N-{2-[4-amino-3-fluoro-3-(methoxymethyl)pyrrolidin-1-yl]-5,6,7,8-tetrahydroquinolin-6-yl}-3-methylthieno[2,3-b]pyrazine-6-carboxamide NC1=C(SC2=NC(=CN=C21)C)C(=O)NC2CC=1C=CC(=NC1CC2)N2CC(C(C2)N)(COC)F